C(C1=CC=CC=C1)OC1=NC(=CC=C1C1=CC=C2C=CC(=CC2=C1)NC([O-])=O)OCC1=CC=CC=C1 [7-(2,6-dibenzyloxy-3-pyridyl)-2-naphthyl]carbamate